C1(CCC1)C=1C(=NC=CC1)C=1NC=CC=CC1 Cyclobutylazepinyl-pyridine